FC1=CC(=C2N(C3(C=4N(C2=C1)N=C(N4)C)CC3)C)NC3=CC(=NC=C3C(CC([2H])([2H])[2H])=O)NC(=O)C3CC3 N-(4-((8'-fluoro-2',5'-dimethyl-5'H-spiro[cyclopropane-1,4'-[1,2,4]triazolo[1,5-a]quinoxalin]-6'-yl)amino)-5-(propanoyl-3,3,3-d3)pyridin-2-yl)cyclopropanecarboxamide